[Si](C)(C)(C(C)(C)C)O[C@@H]([C@H](CO)OCCC1=CC=CC=C1)C1=CC(=C(C(=C1)OC)C)OC (2S,3R)-3-((tert-butyldimethylsilyl)oxy)-3-(3,5-dimethoxy-4-methylphenyl)-2-phenethoxypropan-1-ol